6-methyl-1,4-bis(2-hydroxypropoxy)naphthalene CC=1C=C2C(=CC=C(C2=CC1)OCC(C)O)OCC(C)O